2-fluoro-6-(4-(trifluoromethyl)piperidin-1-yl)pyridin-3-amine FC1=NC(=CC=C1N)N1CCC(CC1)C(F)(F)F